FC=1C=C2C(=C(NC2=C(C1)F)C1=CC=C(C=C1)F)C1CC(C1)NS(=O)(=O)C=1C=NNC1 N-[(1r,3r)-3-[5,7-difluoro-2-(4-fluorophenyl)-1H-indol-3-yl]cyclobutyl]-1H-pyrazole-4-sulfonamide